5-amino-1,2,4-oxadiazole-3-carboxylic acid ethyl ester C(C)OC(=O)C1=NOC(=N1)N